tert-butyl N-[(3R)-1-[2-[9-(3-acetamidocyclobutyl)-1,9-diazatricyclo[6.3.1.04,12]dodeca-2,4(12),5,7-tetraen-2-yl]-7-methoxy-1-methyl-benzimidazole-5-carbonyl]-3-piperidyl]carbamate C(C)(=O)NC1CC(C1)N1C2=CC=CC=3C=C(N(CC1)C32)C3=NC2=C(N3C)C(=CC(=C2)C(=O)N2C[C@@H](CCC2)NC(OC(C)(C)C)=O)OC